Cl.NC1=C(C=NC=C1)O 4-amino-3-hydroxypyridine hydrochloride